C1(CC1)C=1N=NN(C1)[C@H](C(=O)N1[C@@H](C[C@H](C1)O)C(=O)NC1COC2=C1C=C(C=C2)C)C(C)(C)C (2S,4R)-1-[(2S)-2-(4-cyclopropyltriazol-1-yl)-3,3-dimethyl-butanoyl]-4-hydroxy-N-(5-methyl-2,3-dihydrobenzofuran-3-yl)pyrrolidine-2-carboxamide